Br.Br.ClC=1C=C(C=C2CC[C@@H](CC12)N[C@H](C(=O)NC=1N=CN(C1)C(CC(C(C)(C)C)=O)(C)C)CCC)F (S)-2-(((S)-8-chloro-6-fluoro-1,2,3,4-tetrahydronaphthalen-2-yl)amino)-N-(1-(2-methyl-1-(pivaloyl)propan-2-yl)-1H-imidazol-4-yl)pentanamide dihydrobromide